C(C=C)(=O)NC(C[NH3+])(C)C 2-acrylamido-2-methylpropyl-ammonium